FC=1C=C(C=C(C1F)F)C1=C(C=CC=C1)NC(=O)C=1C(=NN(C1)C)C N-(3',4',5'-trifluorobiphenyl-2-yl)-1,3-dimethyl-pyrazol-4-yl-carboxamide